tert-butyl (1R,5S,6s)-6-((4-(2-((tert-butoxycarbonyl)amino)propan-2-yl)-6-(4-fluorophenyl)pyridin-2-yl)oxy)-3-azabicyclo[3.1.0]hexane-3-carboxylate C(C)(C)(C)OC(=O)NC(C)(C)C1=CC(=NC(=C1)C1=CC=C(C=C1)F)OC1[C@@H]2CN(C[C@H]12)C(=O)OC(C)(C)C